(S)-1-(4,6-bis(trifluoromethyl)pyridin-2-yl)-N-(3-chloro-4-fluorophenyl)-N-(3-(dimethylamino)propyl)pyrrolidine-2-carboxamide FC(C1=CC(=NC(=C1)C(F)(F)F)N1[C@@H](CCC1)C(=O)N(CCCN(C)C)C1=CC(=C(C=C1)F)Cl)(F)F